N-((1r,3r)-3-(3-chloro-4-cyanophenoxy)-2,2,4,4-tetramethylcyclobutyl)-6-(4-((6-(2,4-dioxotetrahydropyrimidin-1(2H)-yl)pyridazin-3-yl)methyl)piperazin-1-yl)pyridazine-3-carboxamide ClC=1C=C(OC2C(C(C2(C)C)NC(=O)C=2N=NC(=CC2)N2CCN(CC2)CC=2N=NC(=CC2)N2C(NC(CC2)=O)=O)(C)C)C=CC1C#N